FC1=C(C(=O)O)C(=CC(=C1)OC(C)=O)F 2,6-difluoro-4-acetoxybenzoic acid